6,6'-((6-chloro-1,3,5-triazine-2,4-diyl)bis(azanediyl))dihexanoic acid ClC1=NC(=NC(=N1)NCCCCCC(=O)O)NCCCCCC(=O)O